3-(2-((4-chloro-2-nitrophenyl)amino)ethyl)benzoic acid methyl ester COC(C1=CC(=CC=C1)CCNC1=C(C=C(C=C1)Cl)[N+](=O)[O-])=O